C(CCCCCCCCC(=O)OCCCCCCC(C)C)(=O)OCCCCCCC(C)C di(isononyl) sebacate